C(C)(C)(C)C12CNCC(C(C1)C)N2C(=O)O.NCCCN2CCN(CC2)C=2C=C(C=CC2)C2=NC(=NC1=CC=C(C=C21)Cl)NC(=N)N 1-(4-(3-(4-(3-aminopropyl)piperazin-1-yl)phenyl)-6-chloroquinazolin-2-yl)guanidine tert-butyl-6-methyl-3,8-diazabicyclo[3.2.1]octane-8-carboxylate